BrC=1C=C(C=CC1)C(C(=O)N(NC)C(=S)N)(C)C1CCC1 2-(2-(3-bromophenyl)-2-cyclobutylpropionyl)-N-methyl-thiosemicarbazide